5-(3-((1-(4-fluorophenyl)ethyl)amino)-1-(6-methylpyridin-2-yl)-1H-pyrazol-5-yl)pyrazole FC1=CC=C(C=C1)C(C)NC1=NN(C(=C1)C1=CC=NN1)C1=NC(=CC=C1)C